aluminum methane di(methylphosphinate) CP([O-])=O.CP([O-])=O.C.[Al+2]